BrC1=CC=C(C=C1)[C@@H]1[C@@H]([C@@H](CCC1)C(NC1=CC=C(C=C1)C(C)C)=O)C(=O)OC methyl (1S,2S,6R)-2-(4-bromophenyl)-6-((4-isopropylphenyl)carbamoyl)cyclohexane-1-carboxylate